4-carbonyl-1-(2-(2-methyl-4-nitro-1H-imidazol-1-yl)ethyl)-1H-imidazole C(=O)=C1N=CN(C1)CCN1C(=NC(=C1)[N+](=O)[O-])C